4-chloro-4,7-diazaindole ClN1C2=CC=NC2=NC=C1